5-amino-1-(difluoromethyl)-4-(3-methoxy-2,6-dimethylphenyl)-1H-benzo[d][1,2,3]triazole-6-carboxamide NC1=C(C2=C(N(N=N2)C(F)F)C=C1C(=O)N)C1=C(C(=CC=C1C)OC)C